C(#C)[C@]1(CC[C@@]2([C@H]3CC[C@@]4([C@H](CC[C@H]4[C@@H]3[C@H](C[C@@H]2C1)O)[C@@H](CCC(=O)O)C)C)C)O (4R)-4-[(3R,5R,7S,8R,9S,10S,13R,14S,17R)-3-ethynyl-3,7-dihydroxy-10,13-dimethyl-1,2,4,5,6,7,8,9,11,12,14,15,16,17-tetradecahydrocyclopenta[a]phenanthren-17-yl]pentanoic acid